ClC1=C(C(=CC=C1)Cl)N1N=C(C(=N1)C(=O)N)NC1=CC=C(C=C1)C1=NN=CN1C(C)C 2-(2,6-dichlorophenyl)-5-((4-(4-isopropyl-4H-1,2,4-triazol-3-yl)phenyl)amino)-2H-1,2,3-triazole-4-carboxamide